1-(3,4-Difluorophenyl)-3-(thiophen-3-yl)-1H-pyrazole-4-carbaldehyde FC=1C=C(C=CC1F)N1N=C(C(=C1)C=O)C1=CSC=C1